C(C)(C)OC=O Isopropylformate